CC1=CC(=C(C=C1C)C1=CC=C(O1)C=C1C(=NN(C1=O)C1=CC=C(C(=O)O)C=C1)C)[N+](=O)[O-] 4-(4-((5-(4,5-dimethyl-2-nitrophenyl)furan-2-yl)methylene)-3-methyl-5-oxo-4,5-dihydro-1H-pyrazol-1-yl)benzoic acid